3-(3-[[2-(2-hydroxyethoxy)ethoxy]methyl]-1-oxo-1,2-dihydroisoquinolin-2-yl)piperidine-2,6-dione OCCOCCOCC=1N(C(C2=CC=CC=C2C1)=O)C1C(NC(CC1)=O)=O